3-Hydroxylbutyric acid OC(CC(=O)O)C